FC1=C(C=NC=C1)[C@@H]1CN(CC1)C(=O)OC(C)(C)C (R)-tert-butyl 3-(4-fluoropyridin-3-yl)pyrrolidine-1-carboxylate